COC=1C(=C2C=CNC2=C(C1)C)CN1[C@@H](CC(CC1)C1=CC=CC=C1)C1=CC=C(C(=O)O)C=C1 4-((2S)-1-((5-methoxy-7-methyl-1H-indol-4-yl)methyl)-4-phenylpiperidin-2-yl)benzoic Acid